FC(C(=O)O)(F)F.COC1=C(C=C2C(=NC=NC2=C1)C=1C(=NN(C1)C)C1=CC=CC=C1)NC(=O)N1[C@H](CNCC1)C (S)-N-(7-methoxy-4-(1-methyl-3-phenyl-1H-pyrazol-4-yl)quinazolin-6-yl)-2-methylpiperazine-1-carboxamide trifluoroacetate